CN1C(NC2=C1C=CC=C2)=O 3-methyl-2-oxo-1,3-benzodiazol